C(=O)(O)CCC(C(C(=O)OC(C)(C)C)(CC)CC)P(=O)(O)O tert-Butyl 3-Carboxyethyl-3-phosphonodiethylpropionate